C(C)(C)(C)C=1C=C(C=C(C1O)C(C)(C)C)CCC(=O)OCCCCCCOC(CCC1=CC(=C(C(=C1)C(C)(C)C)O)C(C)(C)C)=O 1,6-hexanediol-bis[3-(3,5-di-tert-butyl-4-hydroxyphenyl) propionate]